F[C@]12[C@H]3CC[C@@]4([C@H](CC[C@H]4[C@@H]3CC[C@@H]2C[C@](CC1)(COC)O)C(CN1N=C(C=C1)C#N)=O)C 1-(2-((3R,5R,8S,9S,10R,13S,14S,17S)-10-fluoro-3-hydroxy-3-(methoxymethyl)-13-methylhexadecahydro-1H-cyclopenta[a]phenanthren-17-yl)-2-oxoethyl)-1H-pyrazole-3-carbonitrile